ethyl (S)-3-(benzyl((R)-1-phenylethyl)amino)-3-(3-(3-methylbenzyl)phenyl)propanoate C(C1=CC=CC=C1)N([C@@H](CC(=O)OCC)C1=CC(=CC=C1)CC1=CC(=CC=C1)C)[C@H](C)C1=CC=CC=C1